The molecule is an aci-nitro compound resulting from the formal tautomerisation of the nitro group of p-(2-nitroethyl)phenol. It is an aci-nitro compound and a member of phenols. C1=CC(=CC=C1C/C=[N+](/O)\\[O-])O